6-(4-fluorophenyl)-N-(2-(3-methyl-1,2,4-oxadiazol-5-yl)propan-2-yl)pyrido[2,3-d]pyrimidin-4-amine FC1=CC=C(C=C1)C1=CC2=C(N=CN=C2NC(C)(C)C2=NC(=NO2)C)N=C1